3,6-Dicyclohexyliden-1,2,4,5-tetroxan C1(CCCCC1)=C1OOC(OO1)=C1CCCCC1